1',3'-dihydrospiro[cyclohexane-1,2'-indene]-1'-amine hydrochloride Cl.C1(C2(CC3=CC=CC=C13)CCCCC2)N